ClC=1C=NC(=NC1)CN1C(=NC(=C1)C(F)(F)F)CCC(F)F 5-chloro-2-[[2-(3,3-difluoropropyl)-4-(trifluoromethyl)-imidazol-1-yl]methyl]-pyrimidine